C(C)(C)(C)OC(NC=1C=NC(=C(C1C(F)(F)F)F)SCC1=CC=CC=C1)=O (6-(benzylthio)-5-fluoro-4-(trifluoromethyl)pyridin-3-yl)carbamic acid tert-butyl ester